trans-3-(2-aminothiazolo[4,5-b]pyrazin-6-yl)cyclobutane-1-carbonitrile NC=1SC=2C(=NC=C(N2)[C@@H]2C[C@H](C2)C#N)N1